BrC1=C(C=C(C=C1)F)OC(F)F 1-bromo-2-(difluoromethoxy)-4-fluoro-benzene